NCC(CN1N=CN(C1=O)C1=NC=C(C=C1C)C1=CC2=C(N(CCO2)C)C=C1)=C(F)F 2-[2-(aminomethyl)-3,3-difluoro-allyl]-4-[3-methyl-5-(4-methyl-2,3-dihydro-1,4-benzoxazin-7-yl)-2-pyridyl]-1,2,4-triazol-3-one